tri-(4-methyl phenyl) phosphate P(=O)(OC1=CC=C(C=C1)C)(OC1=CC=C(C=C1)C)OC1=CC=C(C=C1)C